N1=NC(=CC=C1)COC1=CC=C2CCN(CC2=C1)CC1=NC2=C(N1)C=C(C=C2)C(=O)[O-] 2-((7-((pyridazin-3-yl) methoxy)-3,4-dihydroisoquinolin-2(1H)-yl) methyl)-1H-benzo[d]imidazole-6-carboxylate